O1C=NC(=C1)C=1C=C(C(=O)O)C=CC1NC1=CC=C(C=C1)C(F)(F)F 3-(oxazol-4-yl)-4-((4-(trifluoromethyl)phenyl)amino)benzoic acid